CC=1N(C(=CC1)C)CCSSCCN(C)C 2-((2-(2,5-dimethyl-1H-pyrrol-1-yl)ethyl)disulphanyl)-N,N-dimethylethan-1-amine